The molecule is a tripeptide composed of L-alanine, L-glutamine, and L-proline joined in sequence by peptide linkages. It has a role as a metabolite. It derives from a L-alanine, a L-glutamine and a L-proline. C[C@@H](C(=O)N[C@@H](CCC(=O)N)C(=O)N1CCC[C@H]1C(=O)O)N